CC1=CC=C2C(=N1)N=C(O2)N2CCN(CC2)C=O (4-(5-methyloxazolo[4,5-b]pyridin-2-yl)piperazin-1-yl)methanone